COC=1C=C(C=CC1OC)C=1C(NC2=CC=C(C=C2C1CC)C1CCN(CC1)C1CCN(CC1)C(C)C)=O 3-(3,4-dimethoxyphenyl)-4-ethyl-6-[1'-(propan-2-yl)-[1,4'-bipiperidin]-4-yl]-1,2-dihydroquinolin-2-one